C(C)(=O)NCCNC(=O)[C@@H]1CN(CCC1)CC(=O)N1CCC(CC1)C=1C=C2C(=C(NC2=CC1)C1=CC(=C(C=C1)OC)OC)C(C)C (S)-N-(2-acetamidoethyl)-1-(2-(4-(2-(3,4-dimethoxyphenyl)-3-isopropyl-1H-indol-5-yl)piperidin-1-yl)-2-oxoethyl)piperidine-3-carboxamide